5-amino-3-trifluoromethylpyrazole-1-carboxylic acid (4-benzimidazol-1-yl-phenyl)-amide N1(C=NC2=C1C=CC=C2)C2=CC=C(C=C2)NC(=O)N2N=C(C=C2N)C(F)(F)F